3-methacryloxypropyl-trimethoxysilane methyl-furandicarboxylate COC(=O)C=1OC=CC1C(=O)O.C(C(=C)C)(=O)OCCC[Si](OC)(OC)OC